ethoxyuracil C(C)OC=1C(NC(NC1)=O)=O